tert-butyl N-(6-bromo-5-cyano-3-quinolyl)-carbamate BrC=1C(=C2C=C(C=NC2=CC1)NC(OC(C)(C)C)=O)C#N